CC1=C[C@@H]2[C@H](C(OC=3C=C(C=C(C23)O)CCC(CC)C)=C)CC1 (6Ar,10aR)-9-methyl-6-methylidene-3-(3-methylpentyl)-6a,7,8,10a-tetrahydrobenzo[c]chromen-1-ol